α-deutero-N,N-di(trideuteromethyl)tryptamine [2H]C(N(C([2H])([2H])[2H])C([2H])([2H])[2H])CC1=CNC2=CC=CC=C12